C[C@@]1(CN(C2=CC(=CC=C12)C#N)C(CN1[C@H](CN[C@@H](C1)C)CN1N=CC=C1)=O)C1=CC=CC=C1 (3R)-3-Methyl-1-{2-[(2R,5R)-5-methyl-2-(1H-pyrazol-1-ylmethyl)piperazin-1-yl]acetyl}-3-phenyl-2,3-dihydro-1H-indole-6-carbonitrile